N[C@H]1CN(CC1)C1=C(C=NC=2NC3=C(C=C(C=C3C21)Cl)NCC)C=2C=C(C=NC2)C#N 5-[4-[(3R)-3-Aminopyrrolidin-1-yl]-6-chloro-8-(ethylamino)-9H-pyrido[2,3-b]indol-3-yl]pyridin-3-carbonitril